6-amino-5-(5-hydroxy-2-methyl-phenyl)-3-[2-(3-pyridinyl)ethynyl]pyrrolo[2,3-b]pyrazine-7-carbonitrile NC1=C(C=2C(=NC(=CN2)C#CC=2C=NC=CC2)N1C1=C(C=CC(=C1)O)C)C#N